2-((3R,4S)-3-aminotetrahydro-2H-pyran-4-yl)-N-benzyl-3-bromo-5-chlorothieno[3,2-b]pyridin-7-amine N[C@H]1COCC[C@@H]1C1=C(C2=NC(=CC(=C2S1)NCC1=CC=CC=C1)Cl)Br